N-(5-chloro-6-(2H-1,2,3-triazol-2-yl)pyridin-3-yl)-5-methyl-6-(1-oxo-1,2-dihydroisoquinolin-5-yl)pyrimidine-4-carboxamide ClC=1C=C(C=NC1N1N=CC=N1)NC(=O)C1=NC=NC(=C1C)C1=C2C=CNC(C2=CC=C1)=O